6-[(4,5-Dimethylpyridin-2-yl)amino]-4-{[3-methoxy-4-(1-methyl-1H-1,2,4-triazol-3-yl)pyridin-2-yl]amino}-N-(2H3)methylpyridazin-3-carboxamid CC1=CC(=NC=C1C)NC1=CC(=C(N=N1)C(=O)NC([2H])([2H])[2H])NC1=NC=CC(=C1OC)C1=NN(C=N1)C